(E)-6-(4-(2-(4-cyclopropyl-1-(2,6-dichlorophenyl)-1H-1,2,3-triazol-5-yl)vinyl)piperidin-1-yl)quinoline-2-carboxylic acid C1(CC1)C=1N=NN(C1/C=C/C1CCN(CC1)C=1C=C2C=CC(=NC2=CC1)C(=O)O)C1=C(C=CC=C1Cl)Cl